(1R,3S,5R)-2-(2-(3-acetyl-7-methyl-5-(2-methylpyrimidin-5-yl)-1H-indazol-1-yl)acetyl)-N-(2,4-dichlorophenethyl)-5-methyl-2-azabicyclo[3.1.0]hexane-3-carboxamide C(C)(=O)C1=NN(C2=C(C=C(C=C12)C=1C=NC(=NC1)C)C)CC(=O)N1[C@@H]2C[C@@]2(C[C@H]1C(=O)NCCC1=C(C=C(C=C1)Cl)Cl)C